ClC1=NC=C(C(=C1)NC1CCC(CC1)CO)C#CC1[C@@H](OCC1)C(F)(F)F ((1s,4s)-4-((2-chloro-5-(((2R)-2-(trifluoromethyl)tetrahydrofuran-3-yl)ethynyl)pyridin-4-yl)amino)cyclohexyl)methanol